C1(=CC=C(C=C1)C1=C(C=2CC3=CC=CC=C3C2C=C1)C1=CC=C(C=C1)C1=CC=CC=C1)C1=CC=CC=C1 bis([1,1'-biphenyl]-4-yl)fluorene